FC=1C=CC(=C(CCN)C1)C 5-Fluoro-2-methylphenethylamine